NC=1C=C(C=CC1)N[C@H]1C(NC(CC1)=O)=O |r| Racemic-3-((3-aminophenyl)amino)piperidine-2,6-dione